C(C)(C)(CCC)OOC(C(=O)O)(CCCC)CC.FC(C(C(C(C(C(C(F)(F)F)(F)F)(F)F)(F)F)(F)F)(F)F)(F)F perfluoroheptane t-hexylperoxy-2-Ethylhexanoate